ClC=1C(=C(C=CC1)O)C1=CC(=NO1)C(F)F 3-chloro-2-[3-(difluoromethyl)-5-isoxazolyl]Phenol